N-(4-(3-(4-acryloylpiperazin-1-yl)pyridin-4-yl)-2-methylbenzyl)-5-(1-(difluoromethyl)cyclopropyl)-1,2,4-oxadiazole-3-carboxamide C(C=C)(=O)N1CCN(CC1)C=1C=NC=CC1C1=CC(=C(CNC(=O)C2=NOC(=N2)C2(CC2)C(F)F)C=C1)C